Cl.C1(=CC=CC=C1)[C@H]([C@H]1CNC2=CC=CN=C2C1)NCCC1=CC(=NC=C1)CCC(=O)O 3-[4-(2-{[(S)-phenyl((3R)-1,2,3,4-tetrahydro-1,5-naphthyridin-3-yl)methyl]amino}ethyl)pyridin-2-yl]propanoic acid hydrochloride